N-[[4-(5-amino-4-cyano-1-cyclopentyl-1H-pyrazol-3-yl)phenyl]methyl]-5-fluoro-2-methoxy-benzamide NC1=C(C(=NN1C1CCCC1)C1=CC=C(C=C1)CNC(C1=C(C=CC(=C1)F)OC)=O)C#N